C(CCCCCCCCC)OCOCCCC(CC(CCCCCCCCCCCC)C)C 4,6-dimethyloctadecyl decyloxymethyl ether